CN(CC#CC(=O)N1CC(C1)C(=O)N)C 1-(4-(dimethylamino)but-2-ynoyl)azetidine-3-carboxamide